((1r,3r)-1-methyl-3-((5-(1-methyl-1H-benzo[d][1,2,3]triazol-6-yl)-7H-pyrrolo[2,3-d]pyrimidin-2-yl)amino)cyclobutyl)(pyrrolidin-1-yl)methanone CC1(CC(C1)NC=1N=CC2=C(N1)NC=C2C=2C=CC1=C(N(N=N1)C)C2)C(=O)N2CCCC2